CC1=C2C=C(N(C2=CC=C1CN1CCC2(CN(C2)C2=NC=NC3=CC=C(C=C23)CC(F)(F)F)CC1)CC1OCCC(NC1)=O)C#N 4-Methyl-1-[(5-oxo-1,4-oxazepan-2-yl)methyl]-5-({2-[6-(2,2,2-trifluoroethyl)quinazolin-4-yl]-2,7-diazaspiro[3.5]non-7-yl}methyl)-1H-indole-2-carbonitrile